Fmocfluorene C(=O)(OCC1C2=CC=CC=C2C2=CC=CC=C12)C1=CC=CC=2C3=CC=CC=C3CC12